ClC=1C=C2C(=CC(=NC2=CC1)C(F)(F)F)N[C@@H]1C[C@@H](CCC1)NC=1N=CN2N=CC=CC21 (1s,3r)-N1-(6-chloro-2-(trifluoromethyl)quinolin-4-yl)-N3-(imidazo(1,5-b)pyridazin-5-yl)cyclohexane-1,3-diamine